[(1aR,5aR)-2-(2,4-Difluoro-phenyl)-1a,2,5,5a-tetrahydro-1H-2,3-diaza-cyclopropa[a]pentalen-4-yl]-(3,4-dihydro-1H-isoquinolin-2-yl)-methanone FC1=C(C=CC(=C1)F)N1N=C(C=2C[C@@H]3[C@H](C12)C3)C(=O)N3CC1=CC=CC=C1CC3